OCCC1CN(C1)C(=O)OCCCC butyl 3-(2-hydroxyethyl)azetidine-1-carboxylate